ClC1=C(C(=O)OC([C@@H](O)C)=O)C=C(C=C1)OC1=CC(=C(C=C1)C(F)(F)F)Cl O-[2-chloro-5-(2-chloro-α,α,α-trifluoro-p-tolyloxy)benzoyl]-L-lactic acid